2-amino-9-((2R,4S,5R)-4-((tert-butyldimethylsilyl)oxy)-5-(hydroxymethyl-d2)tetrahydrofuran-2-yl)-1,9-dihydro-6H-purine-6-thione NC=1NC(C=2N=CN(C2N1)[C@@H]1O[C@@H]([C@H](C1)O[Si](C)(C)C(C)(C)C)C([2H])([2H])O)=S